C(C)(C)(C)OC1=CC=C(C=C1)P(C1=CC=C(C=C1)OC(C)(C)C)C1=CC=C(C=C1)OC(C)(C)C tris(p-tert-butoxyphenyl)phosphine